3-methylcyclopentadec-4-en-1-one CC1CC(CCCCCCCCCCC=C1)=O